(1S,2R)-1-(benzo[d][1,3]dioxol-5-yl)-N,N-dibenzyl-2-(4,4,5,5-tetramethyl-1,3,2-dioxaborolan-2-yl)butan-1-amine O1COC2=C1C=CC(=C2)[C@H]([C@@H](CC)B2OC(C(O2)(C)C)(C)C)N(CC2=CC=CC=C2)CC2=CC=CC=C2